3-methylthio-1-propylamine hydroiodide I.CSCCCN